3-(2-(5-(1-(3,5-dichloropyridin-4-yl)ethoxy)-1H-indazol-3-yl)-4,6-dihydropyrrolo[3,4-d]imidazol-5(1H)-yl)-3-oxopropionitrile ClC=1C=NC=C(C1C(C)OC=1C=C2C(=NNC2=CC1)C1=NC2=C(N1)CN(C2)C(CC#N)=O)Cl